C(C1=CC=CC=C1)C1N(CC=2C(=CC=CC12)C(=O)N)C#N benzyl-2-cyanoisoindoline-4-carboxamide